FC1=CC=C(C=C1)C1=CC(=NS1)\C(\C)=N\OCC1=C(C=CC=C1C)\C(\C(=O)OC)=N/OC Methyl (2E)-2-[2-[[(E)-1-[5-(4-fluorophenyl)isothiazol-3-yl]ethylideneamino]oxy-methyl]-3-methyl-phenyl]-2-methoxyimino-acetate